ethyl 2-[[(3S)-6-chloro-5-(2,6-difluorophenyl)-3-methyl-7-(trifluoromethyl)-3H-pyrido[3,4-e][1,4]diazepin-2-yl] amino]-3-hydroxy-propanoate ClC1=C(N=CC=2N=C([C@@H](N=C(C21)C2=C(C=CC=C2F)F)C)NC(C(=O)OCC)CO)C(F)(F)F